3-((3-(4-acrylamidobenzamido)phenyl)amino)-N-(2-(dimethylamino)ethyl)-6,6-dimethyl-4,6-dihydropyrrolo[3,4-c]pyrazole-5(1H)-carboxamide C(C=C)(=O)NC1=CC=C(C(=O)NC=2C=C(C=CC2)NC=2C3=C(NN2)C(N(C3)C(=O)NCCN(C)C)(C)C)C=C1